tert-butyl (3R)-13-((4-([1,2,4]triazolo[1,5-a]pyridin-7-yloxy)-3-methylphenyl)amino)-2,3,5,6-tetrahydro-4H-3,7-methano[1,4,7]oxadiazonino[2,3-f]quinazoline-4-carboxylate N=1C=NN2C1C=C(C=C2)OC2=C(C=C(C=C2)NC2=NC=NC1=CC=C3C(=C21)OC[C@@H]2N(CCN3C2)C(=O)OC(C)(C)C)C